7-cyclobutoxy-N-(1-cyclopropyl-2-oxo-1,2-dihydropyridin-3-yl)-2-((1S,4R)-1-methyl-2-oxabicyclo[2.2.1]heptan-4-yl)imidazo[1,2-a]pyridine-6-carboxamide C1(CCC1)OC1=CC=2N(C=C1C(=O)NC=1C(N(C=CC1)C1CC1)=O)C=C(N2)[C@@]21CO[C@@](CC2)(C1)C